C[C@H]1N(CCN(C1=O)C)CCOC1=CC=C(C=C1)C#CC1=CC=C(C=C1)C=1C2=C(C(N(C1)C)=O)NC=C2 (R)-4-{4-[(4-(2-(2,4-dimethyl-3-oxopiperazin-1-yl)ethoxy)phenyl)ethynyl]phenyl}-6-methyl-1H-pyrrolo[2,3-c]pyridin-7(6H)-one